6-fluoro-5-(4-((5-fluoro-2-methyl-3-oxo-3,4-dihydroquinoxalin-6-yl)methyl-d2)piperazine-1-yl)pyridineamide FC1=C(C=CC(=N1)C(=O)N)N1CCN(CC1)C([2H])([2H])C=1C(=C2NC(C(=NC2=CC1)C)=O)F